C1(CC1)S(=O)(=O)C1=C(C(=NC=C1)N)OC (cyclopropanesulfonyl)-3-methoxypyridin-2-amine